4-{2-(4-chlorophenyl)naphthalen-1-yl}dibenzofuran ClC1=CC=C(C=C1)C1=C(C2=CC=CC=C2C=C1)C1=CC=CC2=C1OC1=C2C=CC=C1